dihydrothiazolo[5',4':5,6]benzo[1,2-c]isoxazole-3-carboxamide N1OC(C2=C1C1=C(C=C2)SC=N1)C(=O)N